CC1C(CCC(C1C)C)=O 2,3,4-trimethylcyclohexane-1-one